4-((1R,5S)-3,8-Diazabicyclo[3.2.1]octan-3-yl)-7-(7,8-difluoro-3-hydroxynaphthalen-1-yl)-2-((1-(pyrrolidin-1-ylmethyl)cyclopropyl)methoxy-d2)pyrimido[4,5-d]pyridazin-8(7H)-one [C@H]12CN(C[C@H](CC1)N2)C2=NC(=NC=1C(N(N=CC12)C1=CC(=CC2=CC=C(C(=C12)F)F)O)=O)OC([2H])([2H])C1(CC1)CN1CCCC1